ClC=1C(=NC(=NC1)NC1=NN(N=C1)C)C=1C=C2C(=NC1)CN(C2=O)[C@@H](C(=O)N[C@H](CO)C2=CC(=CC(=C2)OC)F)C (2R)-2-(3-{5-chloro-2-[(2-methyl-2H-1,2,3-triazol-4-yl)amino]pyrimidin-4-yl}-5-oxo-5H,6H,7H-pyrrolo[3,4-b]pyridin-6-yl)-N-[(1S)-1-(3-fluoro-5-methoxyphenyl)-2-hydroxyethyl]propionamide